(R)-5-methoxy-N-(piperidin-4-ylmethyl)-N-propyl-1,2,3,4-tetrahydronaphthalene-2-amine COC1=C2CC[C@H](CC2=CC=C1)N(CCC)CC1CCNCC1